C1(=CC=CC=C1)C1=C(C(=CC=C1)O)C phenylcresol